Silver [(4-aminophenyl)sulfonyl](pyrimidin-2-yl)azanide NC1=CC=C(C=C1)S(=O)(=O)[N-]C1=NC=CC=N1.[Ag+]